ClC1=C(C=C(OCC(=O)NC23CC(C(CC2)(CC3)C(=O)NCC3=NC=C(C=C3)C(F)(F)F)O)C=C1)F 4-[2-(4-chloro-3-fluorophenoxy)acetamido]-2-hydroxy-N-{[5-(trifluoromethyl)pyridin-2-yl]methyl}bicyclo[2.2.2]octane-1-carboxamide